C1(CC1)CNC1=NN2C(C=N1)=C(C=C2)C=2C=C1N=CC=NC1=CC2 N-(cyclopropylmethyl)-5-(quinoxalin-6-yl)pyrrolo[2,1-f][1,2,4]triazin-2-amine